C1(=CC=CC=C1)C(C(=O)C1=CC=CC=C1)CC α-Phenylbutyrophenon